CC1(C(N(C(N1CC1=CC(=NC=C1)NC(=O)NC)=O)C1=CC=C(C=C1)SC(F)(F)F)=O)C 1-(4-((5,5-dimethyl-2,4-dioxo-3-(4-((trifluoromethyl)thio)phenyl)imidazolidin-1-yl)methyl)pyridin-2-yl)-3-methylurea